fluoro-N-(isoxazol-4-ylmethyl)-4'-oxo-3',4'-dihydro-1'h-spiro[piperidine-4,2'-quinoline]-1-carboxamide FN1C2(CC(C3=CC=CC=C13)=O)CCN(CC2)C(=O)NCC=2C=NOC2